N-[6-[2-(6-tert-butyl-8-fluoro-1-oxo-phthalazin-2-yl)-3-(hydroxymethyl)-4-pyridinyl]-2-methyl-3-oxo-pyridazin-4-yl]-2-fluoro-cyclopropanecarboxamide C(C)(C)(C)C=1C=C2C=NN(C(C2=C(C1)F)=O)C1=NC=CC(=C1CO)C=1C=C(C(N(N1)C)=O)NC(=O)C1C(C1)F